C(C)(C)(C)[C@@]1(N(CCN(C1)C=1N=NC(=CC1)N)C(=O)OC(CCCCCCCCCC)CCCC)C butyl-undecanol tert-butyl-(S)-4-(6-aminopyridazin-3-yl)-2-methylpiperazine-1-carboxylate